C(C1=CC=CC=C1)OC1=C2C=CC(=NC2=C(N=C1C(=O)OC)NC(=O)OCC[Si](C)(C)C)C1=CC(=CC=C1)Cl methyl 5-(benzyloxy)-2-(3-chlorophenyl)-8-(((2-(trimethylsilyl)ethoxy)carbonyl)amino)-1,7-naphthyridine-6-carboxylate